ClC=1C(C(C1SC1=CC=C(C=C1)OC)=O)=O 3-chloro-4-((4-methoxyphenyl)thio)cyclobut-3-ene-1,2-dione